4-(3-((3-(1H-imidazol-1-yl)benzyl)(3-methoxybenzyl)amino)benzyl)piperazin-2-one N1(C=NC=C1)C=1C=C(CN(C=2C=C(CN3CC(NCC3)=O)C=CC2)CC2=CC(=CC=C2)OC)C=CC1